ClC1=CC(=C(C=C1)NC(OCC)=O)C(N[C@H](C(C(=O)NC)=O)C[C@H]1C(N[C@@H](C1)C)=O)=O ethyl N-[4-chloro-2-[[(1S)-3-(methylamino)-1-[[(3S,5R)-5-methyl-2-oxo-pyrrolidin-3-yl]methyl]-2,3-dioxo-propyl]carbamoyl]phenyl]carbamate